1-Acetylazetidin-3-yl ((1S)-1-(4-((1,1-dimethyl-2,3-dihydro-1H-inden-2-yl)amino)phenyl)-2,2,2-trifluoroethyl)(methyl)carbamate CC1(C(CC2=CC=CC=C12)NC1=CC=C(C=C1)[C@@H](C(F)(F)F)N(C(OC1CN(C1)C(C)=O)=O)C)C